C1(=CC=CC=C1)S(=O)(=O)CC(=C/C=C/C(=C)C)CCCl (E)-(8-chloro-2-methyl-1,5-octadienen-6-yl)methyl phenyl sulfone